C(C)(C)(C)OC(CC[C@@H](C(=O)N)N1C(C2=CC=CC(=C2C1)O[Si](C)(C)C(C)(C)C)=O)=O (S)-5-amino-4-(4-((tert-butyldimethylsilyl)oxy)-1-oxoisoIndolin-2-yl)-5-oxopentanoic acid tert-butyl ester